N5,N6-bis(2-Fluorophenyl)[1,2,5]oxadiazolo[3,4-b]pyrazine-5,6-diamine C1=CC=C(C(=C1)NC2=NC3=NON=C3N=C2NC4=CC=CC=C4F)F